C(CCCC)C1=C(C=CC=C1O)O pentylbenzene-1,3-diol